N-(2-fluorophenyl)-5-(6-methyl-2-pyridinyl)-4-[1,2,4]triazolo[1,5-a]pyridin-6-yl-1H-Imidazole-2-methanamine FC1=C(C=CC=C1)NCC=1NC(=C(N1)C=1C=CC=2N(C1)N=CN2)C2=NC(=CC=C2)C